1-deaza-adenosine [C@@H]1([C@H](O)[C@H](O)[C@@H](CO)O1)N1C=NC=2C(N)=CC=NC12